3,4-epoxytricyclo[5.2.1.02,6]decyl methacrylate C(C(=C)C)(=O)OC12C3C4C(CC3C(CC1)C2)O4